(6-(difluoromethyl)-5-fluoropyridin-2-yl)boronic acid FC(C1=C(C=CC(=N1)B(O)O)F)F